1-chlorooctanoyl chloride ClC(C(CCCCCC)Cl)=O